1-benzoyl-5-(2-oxopropyl)indoline C(C1=CC=CC=C1)(=O)N1CCC2=CC(=CC=C12)CC(C)=O